C(#N)C1=CC=C2C=C(N(C2=C1)CC1=CC=CC2=CC=CC=C12)C(=O)NNC(=O)C1CCC(CC1)NC(OC(C)(C)C)=O tert-butyl ((1r,4r)-4-(2-(6-cyano-1-(naphthalen-1-ylmethyl)-1H-indole-2-carbonyl)hydrazine-1-carbonyl)cyclohexyl)carbamate